tert-Butyl (3R,7R)-9-(1-(6-(2-hydroxypropan-2-yl) pyridin-3-yl) ethyl)-3,7-dimethyl-10-oxo-3,4,7,8,9,10-hexahydropyrido[4',3':3,4]pyrazolo[1,5-a]pyrazine-2(1H)-carboxylate OC(C)(C)C1=CC=C(C=N1)C(C)N1C(C=2N([C@@H](C1)C)N=C1C2CN([C@@H](C1)C)C(=O)OC(C)(C)C)=O